C(C)OC(=O)NC1=C(C(=O)O)C=CC=C1C 2-((ethoxycarbonyl)amino)-3-methylbenzoic acid